COC=1C=C(C=CC1C=1C=C2C(=NC1)NC=C2)NC(CN2CCCCC2)=O N-(3-methoxy-4-(1H-pyrrolo[2,3-b]pyridin-5-yl)phenyl)-2-(piperidin-1-yl)acetamide